7-[2-(1-cyclopropylpyrazol-4-yl)-6-methyl-morpholin-4-yl]-9-(2,4-difluorophenyl)-2-(trifluoromethyl)pyrazino[1,2-a]pyrimidin-4-one C1(CC1)N1N=CC(=C1)C1CN(CC(O1)C)C=1N=C(C=2N(C(C=C(N2)C(F)(F)F)=O)C1)C1=C(C=C(C=C1)F)F